sodium 1-naphthalenesulfonate C1(=CC=CC2=CC=CC=C12)S(=O)(=O)[O-].[Na+]